4-butyl-5'-methyl-2'-(prop-1-en-2-yl)-1',2',3',4'-tetrahydro-(1,1'-biphenyl)-2,6-diol C(CCC)C=1C=C(C(=C(C1)O)C1C(CCC(=C1)C)C(=C)C)O